OC(CCCCCCCCCCCCCCCCCCCCC(=O)O)CCC(CCCCC)O 22,25-Dihydroxytriacontanoic acid